CC1(C2(N(C3=CC=CC=C13)CCCO)OC1=C(C=C2)C=C(C=C1)C#C)C Dimethyl-6-ethynyl-Spiro[2H-1-benzopyran-2,2'-[2H]indole]-1'(3'H)-propanol